CN1N=NC2=C1C=NC(=C2)B(O)O (3-methyl-3H-[1,2,3]triazolo[4,5-c]pyridin-6-yl)boronic acid